(2R,4R)-N-((S)-1-(((6-amino-2-methylpyridin-3-yl)methyl)amino)-1-oxopropan-2-yl)-4-(naphthalen-1-yl)piperidine-2-carboxamide dihydrochloride Cl.Cl.NC1=CC=C(C(=N1)C)CNC([C@H](C)NC(=O)[C@@H]1NCC[C@H](C1)C1=CC=CC2=CC=CC=C12)=O